(S)-ethyl 2-(tert-butoxy)-2-(7-(4-chlorophenyl)-2-(3-((R)-3-(dimethylamino)pyrrolidin-1-yl)-1-methyl-1H-indazol-5-yl)-5-methylbenzo[d]thiazol-6-yl)acetate C(C)(C)(C)O[C@H](C(=O)OCC)C1=C(C2=C(N=C(S2)C=2C=C3C(=NN(C3=CC2)C)N2C[C@@H](CC2)N(C)C)C=C1C)C1=CC=C(C=C1)Cl